3,6,9,12,15-octadecenepentaenoic acid C(CC=CCC=CCC=CCC=CCC=CC=C)(=O)O